P(=O)(O)(O)OC[C@H](N)C(=O)O monophosphoserine